(1S,2R,4aS,6aS,6bR,8aR,14aR,14bR,16bS)-1,2,6a,6b,9,9,11,14a-octamethyl-13-(piperidin-1-yl)-1,2,3,4,4a,5,6,6a,6b,7,8,8a,9,14,14a,14b,15,16b-octadecahydrOchryseno[1,2-g]Quinazolin C[C@H]1[C@@H](CC[C@H]2CC[C@]3([C@@]4(CC[C@@H]5[C@](CC=6C(=NC(=NC6C5(C)C)C)N5CCCCC5)([C@H]4CC=C3[C@H]12)C)C)C)C